CN1C[C@@H]2[C@H](C1)CN(C2)[C@H]2CN(CC2)C(=O)OC(C)(C)C tert-Butyl (R)-3-((3aR,6aS)-5-methylhexahydro-pyrrolo[3,4-c]pyrrol-2(1H)-yl)pyrrolidine-1-carboxylate